(R)-6-(3-isopropylisoxazolidin-2-yl)-N-(4-(4-methylpiperazin-1-yl)phenyl)pyrimidin-4-amine C(C)(C)[C@@H]1N(OCC1)C1=CC(=NC=N1)NC1=CC=C(C=C1)N1CCN(CC1)C